tropan-3-ol (+)-tropate C(C(CO)C1=CC=CC=C1)(=O)OC1C[C@H]2CC[C@@H](C1)N2C